ClC=1C=C(C=CC1F)C(C=1NC(=C(N1)CO)S(=O)(=O)N)OCC1CC(C1)(F)F 2-[(3-chloro-4-fluorophenyl)-[(3,3-difluorocyclobutyl)methoxy]methyl]-4-(hydroxymethyl)-1H-imidazole-5-sulfonamide